N1CC(C1)CN1CCC(CC1)C=1C=C2CN(CC2=CC1)C1C(NC(CC1)=O)=O 5-(1-(azetidin-3-ylmethyl)piperidin-4-yl)-2-(2,6-dioxopiperidin-3-yl)isoindoline